O[C@@]1(C(N(CC1)C)=O)C1=CC(=NO1)C1=CC(=CC=C1)C=1C=CC=2N(C1)C=CN2 (R)-3-Hydroxy-3-(3-(3-(imidazo[1,2-a]pyridin-6-yl)phenyl)isoxazol-5-yl)-1-methylpyrrolidin-2-one